4-[2-(2-{[methyl(oxo)(quinolin-8-yl)-λ6-sulfanylidene]-amino}phenyl)ethynyl]isoquinoline-1-carboxylic acid CS(C=1C=CC=C2C=CC=NC12)(=O)=NC1=C(C=CC=C1)C#CC1=CN=C(C2=CC=CC=C12)C(=O)O